C(C)C1=C(C(=C(C(=O)[O-])OC)CCCCCC)C=CC=C1 Ethylhexyl-methoxycinnamate